(2-((2,5-dichloropyrimidin-4-yl)oxy)phenyl)dimethylPhosphine oxide ClC1=NC=C(C(=N1)OC1=C(C=CC=C1)P(C)(C)=O)Cl